sodium N-2-hydroxydodecyl-N-methyltaurate OC(CN(CCS(=O)(=O)[O-])C)CCCCCCCCCC.[Na+]